3-(7-(1-(4-Chlorobenzyl)piperidin-3-yl)-2-methylpyrazolo[1,5-a]pyrimidin-3-yl)-N,N-dimethylbenzamide ClC1=CC=C(CN2CC(CCC2)C2=CC=NC=3N2N=C(C3C=3C=C(C(=O)N(C)C)C=CC3)C)C=C1